2,4-dimethoxy-benzylamine COC1=C(CN)C=CC(=C1)OC